FC=1C=C(C=CC1)C1=CC=C2CCC(C(C2=C1)NC(O[C@@H]1CN2CCC1CC2)=O)(C)C (S)-quinuclidin-3-yl (7-(3-fluorophenyl)-2,2-dimethyl-1,2,3,4-tetrahydronaphthalen-1-yl)carbamate